OCCN1CCCCC1 1-(2-hydroxy-ethyl)-piperidin